FC1=CC(=C(C=C1)NC(=O)C=1C=NC(=NC1)C(C)C)S(=O)(=O)C N-(4-fluoro-2-methanesulfonylphenyl)-2-(propan-2-yl)pyrimidine-5-carboxamide